CNC(=O)C1=NC=C(C=C1)N1CCNCC1 N-methyl-5-(piperazine-1-yl)pyridineformamide